ClC=1C=C(C=CC1OCC1=NC=CC=C1)NC=1C2=C(N=CN1)N(C=C2C2CCN(CC2)C(C=C)=O)C 1-(4-(4-((3-chloro-4-(pyridin-2-ylmethoxy)phenyl)amino)-7-methyl-7H-pyrrolo[2,3-d]pyrimidin-5-yl)piperidin-1-yl)prop-2-en-1-one